Cl.ClC1=CC=C(C[C@H]2CO[C@H](CN2C2CCC(CC2)C2=NN(C(=C2)C)C)COCC#C)C=C1 (2R,5S)-5-(4-chlorobenzyl)-4-(4-(1,5-dimethyl-1H-pyrazol-3-yl)cyclohexyl)-2-((prop-2-yn-1-yloxy)methyl)morpholine hydrochloride